(1S,3S,5S)-N-((R)-2-amino-6,7-dihydro-5H-cyclopenta[b]pyridin-5-yl)-2-((2R,4S)-4-(4-fluorobenzyl)pyrrolidine-2-carbonyl)-2-azabicyclo[3.1.0]hexane-3-carboxamide NC1=CC=C2C(=N1)CC[C@H]2NC(=O)[C@H]2N([C@H]1C[C@H]1C2)C(=O)[C@@H]2NC[C@H](C2)CC2=CC=C(C=C2)F